6-fluoro-4-azaspiro[2.4]heptane FC1CNC2(CC2)C1